((3S,4S)-8-(3-((3-chloro-5-fluoropyridin-4-yl)ethynyl)-5-(hydroxymethyl)-1H-pyrazolo[3,4-b]pyrazin-6-yl)-3-methyl-2-oxa-8-azaspiro[4.5]decan-4-yl)carbamic acid tert-butyl ester C(C)(C)(C)OC(N[C@@H]1[C@@H](OCC12CCN(CC2)C2=C(N=C1C(=N2)NN=C1C#CC1=C(C=NC=C1F)Cl)CO)C)=O